tert-butyl 4-(4-(3-methyl-4-((3-(1-methylcyclopropyl)-1,2,4-oxadiazole-5-carboxamido)methyl)phenyl)pyridin-3-yl)piperazine-1-carboxylate CC=1C=C(C=CC1CNC(=O)C1=NC(=NO1)C1(CC1)C)C1=C(C=NC=C1)N1CCN(CC1)C(=O)OC(C)(C)C